O=C1NC(CCC1N1C(N(C2=C1C=CC(=C2)N2CCC(CC2)N(C(OC(C)(C)C)=O)C)C)=O)=O tert-butyl N-{1-[1-(2,6-dioxopiperidin-3-yl)-3-methyl-2-oxo-1,3-benzodiazol-5-yl]piperidin-4-yl}-N-methylcarbamate